1-(4-ethyl-3-methylphenyl)cyclohexane-1,4-diamine C(C)C1=C(C=C(C=C1)C1(CCC(CC1)N)N)C